C(C1=CC=CC=C1)C(CC(=O)OC(C)(C)C)CC(C)CC1=CC=CC=C1 tert-butyl 3,5-dibenzylhexanoate